4-(1-butyl)-4,5-dihydro-7-hydroxy-N-(1-hydroxyadamantan-3-yl)-1-methyl-5-oxo-2H-pyrazolo[4,3-b]pyridin-6-carboxamide C(CCC)N1C2=C(C(=C(C1=O)C(=O)NC13CC4(CC(CC(C1)C4)C3)O)O)N(NC2)C